NC=1SC2=C(N=C(N=C2N[C@@H](CO)CC(C)C)SC(C)C2=NC=CC=C2F)N1 (2R)-2-[(2-amino-5-{[1-(3-fluoropyridin-2-yl)ethyl]thio}[1,3]thiazolo[4,5-d]pyrimidin-7-yl)amino]-4-methylpentan-1-ol